(Naphthalen-2-yl)-4-oxo-4-(p-tolyl)butanenitrile C1=C(C=CC2=CC=CC=C12)C(C#N)CC(C1=CC=C(C=C1)C)=O